di-tert-Butyl (4,34-dioxo-7,10,13,16,22,25,28,31-octaoxa-3,19,35-triazaheptatriacontane-1,37-diyl)dicarbamate O=C(NCCNC(OC(C)(C)C)=O)CCOCCOCCOCCOCCNCCOCCOCCOCCOCCC(NCCNC(OC(C)(C)C)=O)=O